bis-[3-(1-naphthalenesulfonyloxy)phenyl]urea C1(=CC=CC2=CC=CC=C12)S(=O)(=O)OC=1C=C(C=CC1)NC(NC1=CC(=CC=C1)OS(=O)(=O)C1=CC=CC2=CC=CC=C12)=O